C1(OCCCO1)=O 1,3-propylene carbonate